CC1(OCCCN(C1=O)CCCNC1=NC(=NC=C1C#N)NC=1C(=NN(C1)C1CC2CCC(C1)N2C)C)C 4-((3-(2,2-dimethyl-3-oxo-1,4-oxazepan-4-yl)propyl)amino)-2-((3-methyl-1-(8-methyl-8-azabicyclo[3.2.1]octan-3-yl)-1H-pyrazol-4-yl)amino)pyrimidine-5-carbonitrile